(Z)-1'-(morpholinomethyl)-[2,3'-biindolinylidene]-2',3-dione O1CCN(CC1)CN1C(\C(\C2=CC=CC=C12)=C\1/NC2=CC=CC=C2C1=O)=O